carboxy-7-((8-phenylnaphthalen-1-yl)oxy)-1,2,3,4-tetrahydronaphthalene-2-aminium chloride [Cl-].C(=O)(O)C1C(CCC2=CC=C(C=C12)OC1=CC=CC2=CC=CC(=C12)C1=CC=CC=C1)[NH3+]